C(C)OC[C@@H](C1=CC(=CC=C1)OC(F)(F)F)NC(C[C@@H](C(C)(C)C)O)=O (S)-N-((R)-2-ethoxy-1-(3-(trifluoromethoxy)phenyl)ethyl)-3-hydroxy-4,4-dimethylpentanamide